ClC1=NC=C(C(=N1)C=1N=C2N(C=CC=C2)C1)Cl (2,5-dichloropyrimidin-4-yl)imidazo[1,2-a]pyridine